5-Bromo-1-tosyl-2,3-dihydro-1H-benzo[b]azepine-4-Formaldehyde BrC=1C2=C(N(CCC1C=O)S(=O)(=O)C1=CC=C(C)C=C1)C=CC=C2